NC1=NC=CC(=C1F)C1=C(C=2C(NCCC2N1)=O)NC1=C(C(=CC=C1)F)OC 2-(2-amino-3-fluoropyridin-4-yl)-3-[(3-fluoro-2-methoxyphenyl)amino]-1H,5H,6H,7H-pyrrolo[3,2-c]Pyridin-4-one